[Na+].NC1=CC=C(C2=CC=CC=C12)S(=O)(=O)[O-] 1-amino-4-naphthalenesulfonic acid sodium salt